O=C1CNC2=CC=C(C=C12)S(=O)(=O)O 2,3-dihydro-3-oxo-1H-indole-5-sulfonic acid